O=C[C@@H](O)[C@H](O)[C@H](O)[C@@H](O)C 2-cis-fucose